The molecule is a triterpenoid saponin of the class of cucurbitane glycosides isolated from Machilus yaoshansis. It has a role as a plant metabolite. It is a beta-D-glucoside, a monosaccharide derivative, a triterpenoid saponin and a member of furans. C[C@@]12C[C@H]([C@@H]([C@]1(CC(=O)[C@@]3([C@H]2CC=C4[C@H]3C=C(C(=O)C4(C)C)O[C@H]5[C@@H]([C@H]([C@@H]([C@H](O5)CO)O)O)O)C)C)[C@@]6(C(=O)C=CO6)C)O